1-Methyl-N4-(4-propylphenyl)cyclohexane-1,4-diamine CC1(CCC(CC1)NC1=CC=C(C=C1)CCC)N